N1C=C(C2=CC=CC=C12)CCC1=C2C(=CC=3CCN(CC13)CC1CCOCC1)OCCO2 5-(2-(1H-indol-3-yl)ethyl)-7-((tetrahydro-2H-pyran-4-yl)methyl)-2,3,6,7,8,9-hexahydro-[1,4]dioxino[2,3-g]isoquinoline